(R,Z)-N'-(6-bromo-4-((1-(3-nitro-5-(trifluoromethyl)phenyl)ethyl)amino)pyrido[2,3-d]pyrimidin-7-yl)-N,N-dimethylformimidamide BrC1=CC2=C(N=CN=C2N[C@H](C)C2=CC(=CC(=C2)C(F)(F)F)[N+](=O)[O-])N=C1\N=C/N(C)C